6-bromo-1H-pyrazolo[4,3-b]pyridine-3-carbaldehyde BrC=1C=C2C(=NC1)C(=NN2)C=O